FC1=CC(=C(C=C1)N1CN(C(C2=C1N=CC(=C2)C(F)(F)F)=O)C=2C(=NC(=CC2)OC)C)C(C)C 1-(4-fluoro-2-isopropylphenyl)-3-(6-methoxy-2-methylpyridin-3-yl)-6-(trifluoromethyl)-2,3-dihydropyrido[2,3-d]pyrimidin-4(1H)-one